ethoxy-1-butanol C(C)OC(CCC)O